triethanol ammonium sulfate S(=O)(=O)([O-])[O-].[NH4+].C(C)O.C(C)O.C(C)O.[NH4+]